C(CCCC)OC([C@@H](NP(=O)(OC1=CC=CC=C1)OC1=CC=C(C=C1)[N+](=O)[O-])CC(=O)OCCCCC)=O ((4-Nitrophenoxy)(phenoxy)phosphoryl)-L-aspartic acid dipentyl ester